CC1=CC(=CC(=C1OC)O)C[C@@H](C(=O)[O-])[NH3+] The molecule is an amino acid zwitterion resulting from a transfer of a proton from the carboxy to the amino group of 5-hydroxy-3-methyl-O-methyl-L-tyrosine; major species at pH 7.3. It is a tautomer of a 3-hydroxy-O,5-dimethyl-L-tyrosine.